ClC1=CC(=C2C(C(=CN(C2=N1)C1=NC(=NS1)C=1C=NC=CC1)C(=O)O)=O)C 7-chloro-5-methyl-4-oxo-1-[3-(pyridin-3-yl)-1,2,4-thiadiazol-5-yl]-1,4-dihydro-1,8-naphthyridine-3-carboxylic acid